Cl.Cl.C(C)OC(C1=NC=CC=C1)=O picolinic acid ethyl ester dihydrochloride